2-{4-[4-(5-Fluoro-1H-indol-3-yl)-piperidin-1-yl]-butyl}-hexahydro-pyrido[1,2-c]pyrimidine-1,3-dione FC=1C=C2C(=CNC2=CC1)C1CCN(CC1)CCCCN1C(N2C(CC1=O)CCCC2)=O